BrC1=C(N=C2N(C1=O)C=C(N2C(C)C)C)C(F)(F)F 6-bromo-2-methyl-1-propan-2-yl-7-(trifluoromethyl)-imidazo[1,2-a]pyrimidin-5-one